gamma-(N,N-diethyl)aminopropyl-triethoxysilane 2-(Hydroxymethyl)glutarate OCC(C(=O)O)CCC(=O)O.C(C)N(CC)CCC[Si](OCC)(OCC)OCC